(5S)-1-(4-(((R)-2-cyano-1-(4-(ethylsulfonyl)phenyl)ethyl)carbamoyl)phenyl)-N,N-dimethyl-5-(4-(trifluoromethyl)phenyl)piperidine-2-carboxamide C(#N)C[C@H](C1=CC=C(C=C1)S(=O)(=O)CC)NC(=O)C1=CC=C(C=C1)N1C(CC[C@H](C1)C1=CC=C(C=C1)C(F)(F)F)C(=O)N(C)C